[Cl-].C(CCCCCCCCCCC)[N+](CC1=CC=CC=C1)(C)C N-Lauryl-N,N-dimethyl-N-benzylammonium chloride